1-[4-(difluoromethoxy)-3-(2-pyridyl)phenyl]-5-ethyl-3-methyl-pyrazole-4-carboxylic acid FC(OC1=C(C=C(C=C1)N1N=C(C(=C1CC)C(=O)O)C)C1=NC=CC=C1)F